4-Ethyl-N-{[(9H-fluoren-9-yl)methoxy]carbonyl}-L-norleucine C(C)C(C[C@H](NC(=O)OCC1C2=CC=CC=C2C=2C=CC=CC12)C(=O)O)CC